C(C1=CC=CC=C1)NC(CC1=CC=CC2=CC=C(C=C12)OC)=O N-benzyl-(7-methoxy-1-naphthyl)acetamide